N[C@@H]1CN(CC[C@H]1OC)C(=O)C1=CC2=C(N(C(=N2)C=2N(C3=CC=CC=C3C2)CC)C)C=C1 |r| (+/-)-((trans)-3-Amino-4-methoxypiperidin-1-yl)(2-(1-ethyl-1H-indol-2-yl)-1-methyl-1H-benzo[d]imidazol-5-yl)methanone